O=S1(CCN(CC1)CC=1N=NN(C1)CCOCCC=C(C(=O)N)C)=O (2-(2-(4-((1,1-dioxidothiomorpholino)methyl)-1H-1,2,3-triazol-1-yl)ethoxy)ethyl)-methacrylamide